ClC=1C=C(OC2C(C(C2(C)C)NC(C2=CN=C(C=C2)N2CCN(CC2)CC2=C(C=CC=C2)C2C(NC(CC2)=O)=O)=O)(C)C)C=CC1C#N N-((1r,3r)-3-(3-chloro-4-cyanophenoxy)-2,2,4,4-tetramethylcyclobutyl)-6-(4-(2-(2,6-dioxopiperidin-3-yl)benzyl)piperazin-1-yl)nicotinamide